N-(((1R,5S,6r)-3-(5-(3-cyano-6-(1-methyl-1H-pyrazol-4-yl)pyrazolo[1,5-a]pyridin-4-yl)pyridin-2-yl)-3-azabicyclo[3.1.0]hexan-6-yl)methyl)-2-hydroxy-3-methylbutanamide C(#N)C=1C=NN2C1C(=CC(=C2)C=2C=NN(C2)C)C=2C=CC(=NC2)N2C[C@@H]1C([C@@H]1C2)CNC(C(C(C)C)O)=O